BrC=1C(=NC2=CC=CC=C2C1)I 3-Bromo-2-iodoquinoline